CN1N=CC(=C1)C1=CC=2N(C(=N1)O[C@@H]1CCN(CCC1)C(C#C)=O)C=CN2 |o1:13| (S) or (R)-1-(4-((7-(1-methyl-1H-pyrazol-4-yl)imidazo[1,2-c]pyrimidin-5-yl)oxy)azepan-1-yl)prop-2-yn-1-one